7-(2-fluoro-3-(1-(2-(4-fluorophenyl)propan-2-yl)-1H-pyrazol-4-yl)phenyl)-[1,2,4]triazolo[1,5-a]pyridin-2-amine FC1=C(C=CC=C1C=1C=NN(C1)C(C)(C)C1=CC=C(C=C1)F)C1=CC=2N(C=C1)N=C(N2)N